O[C@@H]1C[C@H](N(CC1)C(=O)OC(C)(C)C)C Tert-butyl (2R,4S)-4-hydroxy-2-methyl-piperidine-1-carboxylate